2-(4-chlorophenyl)-4-(3-(7,8-diphenyldibenzo[b,d]furan-3-yl)phenyl)-6-phenylpyrimidine ClC1=CC=C(C=C1)C1=NC(=CC(=N1)C1=CC(=CC=C1)C=1C=CC2=C(OC3=C2C=C(C(=C3)C3=CC=CC=C3)C3=CC=CC=C3)C1)C1=CC=CC=C1